6-Isopropoxy-2-(4-methoxybut-2-yl)-2H-indazole-5-carboxylic acid C(C)(C)OC=1C(=CC2=CN(N=C2C1)C(C)CCOC)C(=O)O